CC=1N=CC(=NC1)NC1=C(C=NN1)C(=O)N 5-((5-methylpyrazin-2-yl)amino)-1H-pyrazole-4-carboxamide